2-(4-{[(3R)-piperidin-3-yl]amino}pyrido[3,4-d]pyridazin-1-yl)-5-(trifluoromethyl)phenol diformate C(=O)O.C(=O)O.N1C[C@@H](CCC1)NC=1N=NC(=C2C1C=NC=C2)C2=C(C=C(C=C2)C(F)(F)F)O